6-(2-methyl-1H-imidazol-4-yl)pyridin CC=1NC=C(N1)C1=CC=CC=N1